BrCCOCCOC 1-(2-bromoethoxy)-2-methoxy-ethane